5-bromo-2-(2,3-dichlorophenoxy)pyridine methyl-3-[3-(benzotriazol-2-yl)-5-tert-butyl-4-hydroxy-phenyl]propanoate COC(CCC1=CC(=C(C(=C1)C(C)(C)C)O)N1N=C2C(=N1)C=CC=C2)=O.BrC=2C=CC(=NC2)OC2=C(C(=CC=C2)Cl)Cl